(R)-N-(3-(1-((2-Amino-5-chloropyridin-3-yl)oxy)ethyl)phenyl)-3-cyanobenzamid NC1=NC=C(C=C1O[C@H](C)C=1C=C(C=CC1)NC(C1=CC(=CC=C1)C#N)=O)Cl